1-(1-(o-tolyl)vinyl)-1H-indole C1(=C(C=CC=C1)C(=C)N1C=CC2=CC=CC=C12)C